C1(CC1)COC1=CC=C(C=C1)C=1C(=CC(=C(C1)NC(=O)C1=CN(C(C=C1C(F)(F)F)=O)C)N1C[C@H](N([C@H](C1)C)C)C)F N-[5-[4-(cyclopropylmethoxy)phenyl]-4-fluoro-2-[(3R,5S)-3,4,5-trimethylpiperazin-1-yl]phenyl]-1-methyl-6-oxo-4-(trifluoromethyl)pyridine-3-carboxamide